isopropyl-3-((6-((4,4-difluorocyclohexyl)amino)-2-(3-(fluoromethyl)-1H-pyrazol-1-yl)pyrimidin-4-yl)oxy)azetidine-1-carboxylate C(C)(C)OC(=O)N1CC(C1)OC1=NC(=NC(=C1)NC1CCC(CC1)(F)F)N1N=C(C=C1)CF